3,3-dimethyl-2-methylene-4-oxo-4-(1-(5-(trifluoromethyl)pyridin-2-yl)cyclobutoxy)butanoic acid CC(C(C(=O)O)=C)(C(OC1(CCC1)C1=NC=C(C=C1)C(F)(F)F)=O)C